(n-pentyl) (isodecyl) isophthalate C(C1=CC(C(=O)OCCCCCCCC(C)C)=CC=C1)(=O)OCCCCC